ClC=1C=C(C=CC1S(=O)(=O)C)NCC#CC=1N(C2=CC=CC(=C2C1)NC1CCN(CC1)CCO)CC(F)(F)F 2-{4-[(2-{3-[(3-chloro-4-methanesulfonyl-phenyl)amino]prop-1-yn-1-yl}-1-(2,2,2-trifluoroethyl)-1H-indol-4-yl)amino]piperidin-1-yl}ethan-1-ol